OC1=C2C=CC(=CC2=C(C=C1)O)C=C 5,8-dihydroxy-2-vinylnaphthalene